ClC=1C=C2C(=NC(=NC2=C(C1C1=C2C(=NNC2=CC=C1C)C)F)N1CC(C1)N(C)C)N1CC2(CN(C2)C(C=C)=O)CC1 1-(6-(6-chloro-7-(3,5-dimethyl-1H-indazol-4-yl)-2-(3-(dimethylamino)azetidin-1-yl)-8-fluoroquinazolin-4-yl)-2,6-diazaspiro[3.4]octan-2-yl)prop-2-en-1-one